tert-butyl(5-([1,4'-bipiperidin]-1'-yl)-2-aminophenyl)carbamate C(C)(C)(C)OC(NC1=C(C=CC(=C1)N1CCC(CC1)N1CCCCC1)N)=O